C(C)(C)(C)OC(NCCN1CCN(CC1)C1=C2C(N(C(C2=CC=C1)=O)C1C(NC(CC1)=O)=O)=O)=O tert-butyl(2-(4-(2-(2,6-dioxopiperidin-3-yl)-1,3-dioxoisoindolin-4-yl)piperazin-1-yl)ethyl)carbamate